N-[(2R,3R)-1-[2-[3-Cyclopropyl-5-(trifluoromethyl)pyrazol-1-yl]acetyl]-2-[2-methyl-3-(trideuteriomethoxy)phenyl]pyrrolidin-3-yl]-5-fluoro-pyridine-2-carboxamide C1(CC1)C1=NN(C(=C1)C(F)(F)F)CC(=O)N1[C@@H]([C@@H](CC1)NC(=O)C1=NC=C(C=C1)F)C1=C(C(=CC=C1)OC([2H])([2H])[2H])C